6-chloro-N-methoxy-4-((2-(N-methylsulfonylamino)pyridin-3-yl)amino)nicotinamide ClC1=NC=C(C(=O)NOC)C(=C1)NC=1C(=NC=CC1)NS(=O)(=O)C